FC1=C(C=C2CCN(C2=C1)C(=O)N)C=1C(=NN(C1)COCC[Si](C)(C)C)[N+](=O)[O-] 6-fluoro-5-(3-nitro-1-((2-(trimethylsilyl)ethoxy)methyl)-1H-pyrazol-4-yl)indoline-1-carboxamide